BrC=1C=NC=C(C(=O)NCCN(C)C)C1 5-bromo-N-(2-(dimethylamino)ethyl)nicotinamide